Methyl ((4-(3-(4-(trifluoromethyl)phenyl)ureido)phenyl)sulfonyl)-L-prolinate FC(C1=CC=C(C=C1)NC(NC1=CC=C(C=C1)S(=O)(=O)N1[C@@H](CCC1)C(=O)OC)=O)(F)F